C(C)(C)(C)OC(=O)N1CCC2(CC1)C(C1=CC=CC=C1C2=O)=O 1,3-dioxo-1,3-dihydrospiro[indene-2,4'-piperidine]-1'-Carboxylic acid tert-butyl ester